CC(C)CC=C[C@@H](C)[C@H]1CC[C@H]2[C@@H]3CC=C4CCCC[C@]4(C)[C@H]3CC[C@]12C 5,22-cholestadien